3-(3-(4-(dimethylphosphoryl)phenyl)-2-oxo-2,3-dihydro-1H-imidazol-1-yl)-2-(4-fluoro-3,5-dimethylphenyl)-4-methyl-4,5,6,7-tetrahydro-2H-pyrazolo[4,3-c]pyridin-5-ium chloride [Cl-].CP(=O)(C)C1=CC=C(C=C1)N1C(N(C=C1)C=1N(N=C2C1C([NH2+]CC2)C)C2=CC(=C(C(=C2)C)F)C)=O